[4-(3-{[(1H-indol-6-yl)methyl]amino}pyrido[2,3-b]pyrazin-6-yl)morpholin-2-yl]methanol N1C=CC2=CC=C(C=C12)CNC1=CN=C2C(=N1)N=C(C=C2)N2CC(OCC2)CO